NC1=NNC(C2=C1N(N=C2C2CCCC2)C2=CC=C(CNC(C1=C(C=CC(=C1)F)OC)=O)C=C2)=O N-(4-(7-amino-3-cyclopentyl-4-oxo-4,5-dihydro-1H-pyrazolo[3,4-d]pyridazin-1-yl)benzyl)-5-fluoro-2-methoxybenzamide